C1(CC1)NC=1N=CC2=C(N1)N(C(C(=C2)N2CCN(C1=C(C=CC=C21)C)C(=O)OCC2=CC=CC=C2)=O)C2=CC=C(C=C2)N(C)CCN(C)C benzyl 4-[2-(cyclopropylamino)-8-[4-[2-(dimethylamino)ethyl-methyl-amino]phenyl]-7-oxo-pyrido[2,3-d]pyrimidin-6-yl]-8-methyl-2,3-dihydroquinoxaline-1-carboxylate